BrC=1C=C2CN(C(C2=CC1)=O)C1C(NC(CCC1)=O)=O 3-(5-bromo-1-oxoisoindolin-2-yl)azepane-2,7-dione